trichloromethyltri-n-propoxysilane ClC(Cl)(Cl)[Si](OCCC)(OCCC)OCCC